4-{4-[4-(trifluoromethoxy)phenyl]-1,4-diazepan-1-yl}oxolan-2-one FC(OC1=CC=C(C=C1)N1CCN(CCC1)C1CC(OC1)=O)(F)F